2-(2-((Cyclopropylmethyl)(4-methyl-4'-(2-(4-methylpiperazin-1-yl)ethyl)-[1,1'-biphenyl]-3-yl)amino)thiazol-4-yl)pyrimidine-4,6-diamine C1(CC1)CN(C=1SC=C(N1)C1=NC(=CC(=N1)N)N)C=1C=C(C=CC1C)C1=CC=C(C=C1)CCN1CCN(CC1)C